4-methyl-piperidine-4-carbonitrile CC1(CCNCC1)C#N